5-(cis-2,6-dimethylmorpholin-4-yl)-2-((3-methyl-5-(6-methylpyridin-3-yl)triazol-4-yl)methyl)pyridazin-3-one C[C@@H]1CN(C[C@@H](O1)C)C1=CC(N(N=C1)CC=1N(N=NC1C=1C=NC(=CC1)C)C)=O